N[C@H]1[C@@H]2N(C[C@H]1CC2)C(=O)C2=CC1=C(N(C(=N1)C=1N(C3=CC=CC=C3C1)CC1CC1)CC1CCC(N1)=O)C(=C2)OC 5-({5-[(1R,4R,7R)-7-amino-2-azabicyclo[2.2.1]heptane-2-carbonyl]-2-[1-(cyclopropylmethyl)-1H-indol-2-yl]-7-methoxy-1H-1,3-benzodiazol-1-yl}methyl)pyrrolidin-2-one